C12CN(CC2C1)CCOC=1C=C(C=2N(C1)N=CC2C#N)C=2C=NC(=CC2)N2CCN(CC2)CC=2C=NC(=CC2)OC 6-(2-(3-azabicyclo[3.1.0]hex-3-yl)ethoxy)-4-(6-(4-((6-Methoxypyridin-3-yl)methyl)piperazin-1-yl)pyridin-3-yl)pyrazolo[1,5-a]pyridine-3-carbonitrile